C(CC)OC1=CC=C(C=C1)C1=NOC(=N1)CC(C(=O)O)=C ((3-(4-propoxyphenyl)-1,2,4-oxadiazol-5-yl)methyl)acrylic acid